C1(CC1)C([C@@H](C(=O)OC)NC(=O)C=1N(N=CC1)CCC)C1CC1 methyl (2S)-3,3-dicyclopropyl-2-[(2-propylpyrazole-3-carbonyl)amino]propanoate